8-[(1R)-1-(2-dimethoxyphosphorylanilino)ethyl]-3,6-dimethyl-2-phenyl-benzopyran-4-one COP(=O)(OC)C1=C(N[C@H](C)C2=CC(=CC=3C(C(=C(OC32)C3=CC=CC=C3)C)=O)C)C=CC=C1